(S)-N-(8,9-Difluoro-6-oxo-1,4,5,6-tetrahydro-2H-pyrano[3,4-c]isoquinolin-1-yl)-N-methyl-4-(methylsulfonyl)benzamide FC=1C(=CC=2C3=C(NC(C2C1)=O)COC[C@H]3N(C(C3=CC=C(C=C3)S(=O)(=O)C)=O)C)F